2-(5-((4-([1,1'-biphenyl]-3-yl)-5-chloropyrimidin-2-yl)amino)pyridin-3-yl)-8-(8-bromooctyl)-2,8-diazaspiro[4.5]decan-1-one C1(=CC(=CC=C1)C1=NC(=NC=C1Cl)NC=1C=C(C=NC1)N1C(C2(CC1)CCN(CC2)CCCCCCCCBr)=O)C2=CC=CC=C2